NC1=C2C(=NC=N1)N(N=C2C2=CC=C(C=C2)CNC(C2=C(C=CC(=C2)F)OC)=O)C[C@H](C2CC2)N(C(=O)N2N=CN=C2)C (S)-N-(2-(4-amino-3-(4-((5-fluoro-2-methoxybenzamido)methyl)phenyl)-1H-pyrazolo[3,4-d]pyrimidin-1-yl)-1-cyclopropylethyl)-N-methyl-1H-1,2,4-triazole-1-carboxamide